CN(C1=CC=C(C=C1)C(C=O)C)C 4-dimethylaminophenylpropionaldehyde